N(=[N+]=[N-])CCOCCOCCOCCOCCOCCOCCOCCNC(C(C)(C)SC(=S)SCCCCCCCCCCCC)=O N-(23-azido-3,6,9,12,15,18,21-heptaoxatricosan-1-yl)-2-(dodecylthiocarbonothioylthio)-2-methylpropanamide